octamethyl-bis(6-hydroxyhexyl)ferrocene 3-hydroxycaprylate OC(CC(=O)O)CCCCC.CC1=C(C(=C([C-]1CCCCCCO)C)C)C.[C-]1(C(=C(C(=C1C)C)C)C)CCCCCCO.[Fe+2]